selenium zinc sulfate S(=O)(=O)([O-])[O-].[Zn+2].[Se+2].S(=O)(=O)([O-])[O-]